C1(=C2N(C=N1)CCC2)C(C(NC=2SC=CN2)=O)N2CC1=C(C=C(C=C1C2=O)N2N=CC(=C2)C2CCN(CC2)C(=O)OC(C)(C)C)F tert-Butyl 4-[1-[2-[1-(6,7-dihydro-5H-pyrrolo[1,2-c]imidazol-1-yl)-2-oxo-2-(thiazol-2-ylamino)ethyl]-7-fluoro-3-oxo-isoindolin-5-yl]pyrazol-4-yl]piperidine-1-carboxylate